O=C1N(CC2=C(C=CC=C12)NC1=NC(=NC=C1)NCCC(N1CCC(CC1)N1N=CC(=C1)C1=NC2=CC=CC=C2N=C1)=O)C1C(NC(CC1)=O)=O 3-(1-oxo-4-((2-((3-oxo-3-(4-(4-(quinoxalin-2-yl)-1H-pyrazol-1-yl)piperidin-1-yl)propyl)amino)pyrimidin-4-yl)amino)isoindolin-2-yl)piperidine-2,6-dione